FC=1C=CC(=NC1)CC=1C(C2=CC=CC=C2C(C1CCC)=O)=O ((5-fluoropyridin-2-yl)methyl)-3-propylnaphthalene-1,4-dione